FC(C=1C=CC2=C(C=C(O2)CN2C=CC=3C=NC=C(C32)C(=O)NC3(CC3)C32CC(C3)(C2)C(=O)O)C1)(F)F 3-(1-(1-((5-(Trifluoromethyl)benzofuran-2-yl)methyl)-1H-pyrrolo[3,2-c]pyridine-7-carboxamido)cyclopropyl)bicyclo[1.1.1]pentane-1-carboxylic acid